2-amino-2-hydroxymethyl-1,3-Propanediol NC(CO)(CO)CO